N-(6-(4-cyanophenyl)thiazolo[4,5-b]pyridin-2-yl)-4-(2-ethynylphenyl)-6-methylpyridine C(#N)C1=CC=C(C=C1)C=1C=C2C(=NC1)N=C(S2)N2CC=C(C=C2C)C2=C(C=CC=C2)C#C